(3R)-3-({2-[1-(2-methoxyethyl)-1H-pyrazol-4-yl][1,2,4]triazolo[1,5-c]quinazolin-5-yl}amino)azepan-2-one COCCN1N=CC(=C1)C1=NN2C(=NC=3C=CC=CC3C2=N1)N[C@H]1C(NCCCC1)=O